CC1=NN(C(=C1C=1C=C(C=2N(C1)N=CC2C#N)O[C@H](C)C2=NC=CC=C2F)C)[C@@H]2CNCCC2 6-(3,5-dimethyl-1-((S)-piperidin-3-yl)-1H-pyrazol-4-yl)-4-((R)-1-(3-fluoropyridin-2-yl)eth-oxy)pyrazolo[1,5-a]pyridine-3-carbonitrile